BrC=1C(=NC(=NC1)Cl)N[C@H]1[C@@](CCC1)(O)C (1R,2R)-2-[(5-bromo-2-chloro-pyrimidin-4-yl)amino]-1-methyl-cyclopentanol